N-((4-(Hydroxymethyl)-1-(4-(trifluoromethoxy)phenyl)-1H-pyrazolo[3,4-b]pyridin-3-yl)methyl)propiolamide OCC1=C2C(=NC=C1)N(N=C2CNC(C#C)=O)C2=CC=C(C=C2)OC(F)(F)F